C(C)(C)(C)OC(=O)N1CC=C(CC1)B1OC(C(O1)(C)C)(C)C.O(C#N)C1=CC=C(C=C1)C(C)(CC)C1=CC=C(C=C1)OC#N 2,2-Bis(4-cyanatophenyl)butan tert-butyl-4-(4,4,5,5-tetramethyl-1,3,2-dioxaborolan-2-yl)-5,6-dihydropyridine-1(2H)-carboxylate